3-fluoro-5-(5-fluoro-2-(piperidin-4-ylamino)pyrimidin-4-yl)-1-isopropylpyridin-2(1H)-one FC=1C(N(C=C(C1)C1=NC(=NC=C1F)NC1CCNCC1)C(C)C)=O